4,4,5,5-tetramethyl-2-(4'H,6'H-spiro[cyclopropane-1,7'-thieno[3,2-c]pyran]-2'-yl)-1,3,2-dioxaborolane CC1(OB(OC1(C)C)C1=CC=2COCC3(C2S1)CC3)C